C1(CCC1)C#CC1=CC(=NC=N1)OC1=C(N=NN1)C(=O)O 5-((6-(cyclobutylethynyl)pyrimidin-4-yl)oxy)-1H-1,2,3-triazole-4-carboxylic acid